OC1=C(C=CC(=C1)OC)C(\C=C/C1=CC=CC=C1)=O (Z)-1-(2-Hydroxy-4-methoxyphenyl)-3-phenylprop-2-en-1-one